methyl-hydroxyhexanoate CC(C(=O)[O-])(CCCC)O